5-bromo-N4,6-dimethyl-2-[4-(trifluoromethoxy)phenyl]pyridine-3,4-diamine BrC=1C(=C(C(=NC1C)C1=CC=C(C=C1)OC(F)(F)F)N)NC